C(=O)O.ClC=1C=C(C2=C(OCC(N2[C@@H]2CNC3(CCC3)C2)=O)C1)C1=C2C(=NC=C1)C=C(S2)CN2N=CC(=CC2=O)C2CC2 (S)-7-chloro-5-(2-((4-cyclopropyl-6-oxopyridazin-1(6H)-yl)methyl)thieno[3,2-b]pyridin-7-yl)-4-(5-azaspiro[3.4]octan-7-yl)-2H-benzo[b][1,4]oxazin-3(4H)-one, formic acid salt